[Au](I)(I)I Gold Iodide